N,N',N''-tris(2-pyridylmethyl)-cis,cis-1,3,5-triamino-cyclohexane N1=C(C=CC=C1)CNC1CC(CC(C1)NCC1=NC=CC=C1)NCC1=NC=CC=C1